C(C1=CC=CC=C1)(=O)NCCC1=CNC2=CC=C(C=C12)O benzoyl-5-hydroxytryptamine